4-((4-(1-((5,6-bis(benzyloxy)pyrimidin-4-yl)methyl)-3-isopropyl-2-oxoimidazolin-4-yl)phenyl)ethynyl)-N-(2-methoxyethyl)benzamide C(C1=CC=CC=C1)OC=1C(=NC=NC1OCC1=CC=CC=C1)CN1C(N(C(C1)C1=CC=C(C=C1)C#CC1=CC=C(C(=O)NCCOC)C=C1)C(C)C)=O